4-(7-bromo-2-chloro-8-methyl-quinazolin-4-yl)-1,4-diazaheptan-2-one BrC1=CC=C2C(=NC(=NC2=C1C)Cl)N(CC(N)=O)CCC